OCCNC=1C=CC(=C(C1)O)C 5-(2-hydroxyethylamino)-2-methylphenol